ClC1=C(C=NC(=N1)SC)F 6-CHLORO-5-FLUORO-2-(METHYLTHIO)PYRIMIDIN